FC1=CC(=C2C=NNC2=C1N1CC(NS1(=O)=O)=O)CNC1=NC=CC(=C1)OC 5-[6-fluoro-4-[[(4-methoxy-2-pyridyl)amino]methyl]-1H-indazol-7-yl]-1,1-dioxo-1,2,5-thiadiazolidin-3-one